[C@@H]12NC(C(CC1)C2)C#N |r| (R/S)-endo-2-azabicyclo[2.2.1]heptane-3-carbonitrile